C(C)C=1C=CC(CC1CC)(CC)CC 3,4,6,6-tetraethyl-1,3-cyclohexadiene